nickel carboxyethylsilanetriol C(=O)(O)CC[Si](O)(O)O.[Ni]